FC(S(=O)(=O)O)(F)F.FN1C(C=C(C=C1C)C)C 1-fluoro-2,4,6-trimethylpyridine trifluoromethanesulfonate